tert-butyl 2-((2-((5-chloro-2-(4-chloro-1H-1,2,3-triazol-1-yl) phenyl) amino)-2-oxoethyl) amino)-3-cyclobutylpropionate ClC=1C=CC(=C(C1)NC(CNC(C(=O)OC(C)(C)C)CC1CCC1)=O)N1N=NC(=C1)Cl